NCCOCCOCCOCCOCCOCCOCCC(=O)OCN1N=CC(=C1)C=1SC=C(N1)C(NC=1C(=NN(C1)C1CCC(CC1)OCC)C1=NC(=CC=C1F)F)=O (4-(4-((3-(3,6-difluoropyridin-2-yl)-1-((1r,4r)-4-ethoxycyclohexyl)-1H-pyrazol-4-yl)carbamoyl)thiazol-2-yl)-1H-pyrazol-1-yl)methyl 1-amino-3,6,9,12,15,18-hexaoxahenicosan-21-oate